Cl.ClC1=C(C=CC(=C1)NC1CN(C1)C1CCNCC1)C(=O)N1CCCC1 (2-chloro-4-(1-(piperidin-4-yl)azetidin-3-ylamino)phenyl)(pyrrolidin-1-yl)methanone hydrochloride